4-amino-N-[[2-fluoro-4-(trifluoromethyl)phenyl]methyl]-1-methyl-N-morpholino-pyrazolo[4,3-c]quinoline-8-carboxamide NC1=NC=2C=CC(=CC2C2=C1C=NN2C)C(=O)N(N2CCOCC2)CC2=C(C=C(C=C2)C(F)(F)F)F